COP(=O)(OC)NC1=CC=CC=C1 dimethoxyphosphoryl-aniline